C(C)C1=C(C=CC(=C1)C(=O)O)C1=CC=C(C=C1)N1N=C(N=C1CCCC)C1=CC=C(C=C1)OCCCN(CC)CC Ethyl-4'-(5-butyl-3-(4-(3-(diethylamino)propoxy)phenyl)-1H-1,2,4-triazol-1-yl)-[1,1'-biphenyl]-4-carboxylic acid